(7R)-2-(5-fluoro-3-pyridyl)-N-[2-(1H-indol-3-yl)ethyl]-7-(methoxymethyl)-7,8-dihydro-6H-pyrimido[5,4-b][1,4]oxazin-4-amine FC=1C=C(C=NC1)C=1N=C(C=2OC[C@H](NC2N1)COC)NCCC1=CNC2=CC=CC=C12